2-((4-((S)-3-(4-chloro-2-fluorophenyl)-4,4-difluorochroman-5-yl)piperidin-1-yl)methyl)-3-(((S)-oxetan-2-yl)methyl)-3H-imidazo[4,5-b]pyridine-5-carboxylic acid ClC1=CC(=C(C=C1)[C@H]1COC2=CC=CC(=C2C1(F)F)C1CCN(CC1)CC1=NC=2C(=NC(=CC2)C(=O)O)N1C[C@H]1OCC1)F